1-(3-(5-Methoxypyrimidin-2-yl)-1,2,4-oxadiazol-5-yl)-N-((1-(4-methylbenzyl)pyrrolidin-3-yl)methyl)piperidine-4-carboxamide COC=1C=NC(=NC1)C1=NOC(=N1)N1CCC(CC1)C(=O)NCC1CN(CC1)CC1=CC=C(C=C1)C